C(C)(C)(C)OC(=O)N[C@@H](CC(C)C)C(=O)OCC1CC1 cyclopropylmethyl (tert-butoxycarbonyl)-L-leucinate